BrC=1C=NN2CCOC3=C(C21)C=C(S3)C(=O)N[C@@H]3CN[C@@H](C[C@H]3C3=CC(=C(C=C3)F)F)CCCN(C)C 10-bromo-N-((3S,4S,6R)-4-(3,4-difluorophenyl)-6-(3-(dimethylamino)propyl)piperidin-3-yl)-5,6-dihydropyrazolo[1,5-d]thieno[3,2-f][1,4]oxazepin-2-carboxamide